ethyl 3-(7-{[(4R)-8-chloro-4-ethyl-7-fluoro-1,1-dioxido-3,4-dihydro-2H-5,1,2-benzoxathiazepin-2-yl]methyl}-2,3-dihydro-1H-inden-5-yl)-3-(1,4-dimethyl-1H-benzotriazol-5-yl)propanoate ClC1=CC2=C(O[C@@H](CN(S2(=O)=O)CC=2C=C(C=C3CCCC23)C(CC(=O)OCC)C2=C(C3=C(N(N=N3)C)C=C2)C)CC)C=C1F